N-(3-bromo-2-fluorophenyl)-2-chloro-N-(2,2-difluoroethyl)-6-fluoroquinazolin-4-amine BrC=1C(=C(C=CC1)N(C1=NC(=NC2=CC=C(C=C12)F)Cl)CC(F)F)F